3-methyl-2-(N-methyl-2-(methylamino)acetamido)butanamide 3-butylheptyl-8-((8-(heptadecan-9-yloxy)-8-oxooctyl)(3-(1-methylcyclobutane-1-carboxamido)propyl)amino)octanoate C(CCC)C(CCOC(CCCCCCCN(CCCNC(=O)C1(CCC1)C)CCCCCCCC(=O)OC(CCCCCCCC)CCCCCCCC)=O)CCCC.CC(C(C(=O)N)N(C(CNC)=O)C)C